C1(CCCC1)C[SiH2]OC cyclopentylmethylmethoxysilane